CP1(C(C(C(C1)(C)C)C)(C)C)=O 1,2,2,3,4,4-hexamethylphospholane-1-oxide